nitrosyl-iron sulfur [S].N(=O)[Fe]